tris(3-hydroxy-triazolyl-methyl)amine ON1N=NC=C1CN(CC=1N(N=NC1)O)CC=1N(N=NC1)O